[S].[Cd].[Zn] Zinc-cadmium sulfur